C(C)(C)(C)C1=CC=C(C=C1)N(C(=O)[C@@H]1N([C@@H](CC1)C)C(=O)OC(C)(C)C)C(C(=O)NC1CCCCC1)C=1C=NC=CC1 tert-butyl (2R,5R)-2-[(4-tert-butylphenyl)-[2-(cyclohexylamino)-2-oxo-1-(3-pyridyl)ethyl] carbamoyl]-5-methyl-pyrrolidine-1-carboxylate